C1(CC1)S(=O)(=O)NC1=CC(=NC=C1)[C@@H](CCN1C[C@@H](CC1)F)NC(=O)C=1SC(=CN1)C1=NC(=CN=C1)OCC N-((R)-1-(4-(cyclopropanesulfonamido)pyridin-2-yl)-3-((R)-3-fluoropyrrolidin-1-yl)propyl)-5-(6-ethoxypyrazin-2-yl)thiazole-2-carboxamide